ClC=1C(=C(C(=O)NC=2SC(=CN2)[N+](=O)[O-])C=CC1)C chloro-2-methyl-N-(5-nitrothiazol-2-yl)benzamide